N1-((5-(4-(1H-indazol-4-yl)-6-morpholino-1,3,5-triazin-2-yl)-3-methylthiophene-2-yl)methyl)-N1,N2,N2-trimethylethane-1,2-diamine N1N=CC2=C(C=CC=C12)C1=NC(=NC(=N1)N1CCOCC1)C1=CC(=C(S1)CN(CCN(C)C)C)C